methyl (S)-2-((S)-3-cyclohexyl-2-((((4,4-difluorocyclohexyl)oxy)carbonyl)amino)propan-amido)-3-((S)-2-oxopyrrolidin-3-yl)propanoate C1(CCCCC1)C[C@@H](C(=O)N[C@H](C(=O)OC)C[C@H]1C(NCC1)=O)NC(=O)OC1CCC(CC1)(F)F